N1C(N=CC=2C1=NC=NC2)=O Pyrimido[4,5-d][1,3]Diazin-2-One